5-(N,N-dimethylsulfamoyl)-N-(5-ethylthiazol-2-yl)benzamide CN(S(=O)(=O)C=1C=CC=C(C(=O)NC=2SC(=CN2)CC)C1)C